ClC1=CC(N(S1(=O)=O)C1=CC=C(C(=O)O)C=C1)=O 4-(5-chloro-1,1-dioxido-3-oxoisothiazol-2(3H)-yl)benzoic acid